BrC=1C(=CC=2N(C1)C=C(N2)C)C(=O)OC methyl 6-bromo-2-methylimidazo[1,2-a]pyridine-7-carboxylate